FC=1C=C(C#N)C=CC1COC1=NC(=CC=C1)N1C(CNCC1)=O 3-fluoro-4-(((6-(2-oxopiperazin-1-yl)pyridin-2-yl)oxy)methyl)benzonitrile